tert-butyl 4-(((2S,4S)-4-(4-cyano-1H-pyrazol-1-yl)-2-(4-(methoxycarbonyl) phenyl) piperidin-1-yl) methyl)-5-methoxy-7-methyl-1H-indole-1-carboxylate C(#N)C=1C=NN(C1)[C@@H]1C[C@H](N(CC1)CC1=C2C=CN(C2=C(C=C1OC)C)C(=O)OC(C)(C)C)C1=CC=C(C=C1)C(=O)OC